8-chloro-6-(((S)-(1-cyclopropyl-1H-1,2,3-triazol-4-yl)(pyridin-3-yl)methyl-d)amino)-4-(((R)-1-phenylpropyl)amino)quinoline-3-carbonitrile ClC=1C=C(C=C2C(=C(C=NC12)C#N)N[C@H](CC)C1=CC=CC=C1)N[C@@]([2H])(C=1C=NC=CC1)C=1N=NN(C1)C1CC1